S1C2=C(C=C1)C(=CC=C2)N2CCN(CC2)CCCCOC2=CC=C1C=CC(N(C1=C2)COC(CCCC)=O)=O Pentanoic acid 7-[4-(4-benzo[b]thiophen-4-ylpiperazin-1-yl)butoxy]-2-oxo-2H-quinolin-1-ylmethyl ester